7-bromo-6-chloro-N-(6-methoxy-2-methyl-1,2,3,4-tetrahydroisoquinolin-7-yl)quinazolin-2-amine BrC1=C(C=C2C=NC(=NC2=C1)NC1=C(C=C2CCN(CC2=C1)C)OC)Cl